C1(CC1)NC(C1=C(C=C(C=C1OC)C1=CN=C2N1C=CC(=C2)OCC2CCOCC2)OC(F)F)=O N-cyclopropyl-2-(difluoromethoxy)-6-methoxy-4-[7-(tetrahydropyran-4-ylmethoxy)imidazo[1,2-a]pyridin-3-yl]benzamide